FC=1C=2N(C=CC1)N=C(C2)[C@@H]2N(CCC1=C2N=CN1)C1=NC(=CC=C1)F (R)-4-(4-fluoropyrazolo[1,5-a]pyridin-2-yl)-5-(6-fluoropyridin-2-yl)-4,5,6,7-tetrahydro-1H-imidazo[4,5-c]pyridine